1-(3,4-DICHLOROPHENYL)-1-TOSYLMETHYL ISOCYANIDE ClC=1C=C(C=CC1Cl)C(S(=O)(=O)C1=CC=C(C)C=C1)[N+]#[C-]